The molecule is a 1,5-dicarboxylic acid compound having a 3-formamido substituent. It is a dicarboxylic acid and a member of formamides. It derives from a glutaric acid. C(C(CC(=O)O)NC=O)C(=O)O